C(C)(C)(C)C1N=C(OC1)C1=C(C=CC=C1)OC 4-tertiary butyl-2-(2-methoxyphenyl)oxazoline